CC(CNC1(CC1)C1=CC(=CC=C1)C(F)(F)F)(C)NC(OC(C)(C)C)=O tert-butyl (2-methyl-1-((1-(3-(trifluoromethyl)phenyl)cyclopropyl)amino)propan-2-yl)carbamate